C1(CC1)S(=O)(=O)C1(CC1)CN1C(C(=CCC1)N1CCOCC1)=O 1-((1-(cyclopropylsulfonyl)cyclopropyl)methyl)-3-morpholinyl-5,6-dihydropyridin-2(1H)-one